3-(3-methoxyphenyl)-N-methylcyclobutan-1-amine, trifluoroacetate salt FC(C(=O)O)(F)F.COC=1C=C(C=CC1)C1CC(C1)NC